2,2-difluoro-N-methylbutan-1-amine FC(CNC)(CC)F